2,2'-(2,2'-dimethyl-[1,1'-biphenyl]-3,3'-diyl)bis(6-(difluoromethoxy)benzo[d]oxazole-5-carbaldehyde) CC1=C(C=CC=C1C=1OC2=C(N1)C=C(C(=C2)OC(F)F)C=O)C2=C(C(=CC=C2)C=2OC1=C(N2)C=C(C(=C1)OC(F)F)C=O)C